ClC=1C=C(C=CC1)C1CC=NN1C(C(C)(C)C)=O 1-(5-(3-chlorophenyl)-4,5-dihydro-1H-pyrazol-1-yl)-2,2-dimethyl-propan-1-one